COC=1C=C2C(=NC=NC2=CC1OC)C1=CC=C2CCN(CC2=C1)[S@@](=O)(=N)C (S)-6,7-dimethoxy-4-(2-(S-methylsulfonimidoyl)-1,2,3,4-tetrahydroisoquinolin-7-yl)quinazoline